[2-(3,4-epoxycyclohexyl)ethyl]dimethylphenylsilane C1(CC2C(CC1)O2)CC[Si](C2=CC=CC=C2)(C)C